(4-chloro-phenyl)-fluoren-9-one ClC1=CC=C(C=C1)C1=CC=CC=2C3=CC=CC=C3C(C12)=O